2-(3-benzyl-3-azabicyclo[3.1.1]heptane-6-ylidene)acetic acid ethyl ester C(C)OC(C=C1C2CN(CC1C2)CC2=CC=CC=C2)=O